BrC=1C=CC=2N(C1)N=CC2S(=O)(=O)NC2=NC(=C(C=C2F)OCCF)OC 6-bromo-N-[3-fluoro-5-(2-fluoroethoxy)-6-methoxy-2-pyridinyl]pyrazolo[1,5-a]pyridine-3-sulfonamide